BrC1=CC=C(C=C1)C1=NN2C(SC1)=NN=C2C2=CC(=C(C(=C2)OC)OC)OC 6-(4-bromophenyl)-3-(3,4,5-trimethoxyphenyl)-7H-[1,2,4]triazolo[3,4-b][1,3,4]thiadiazine